C(C1=CC=CC=C1)OC(=O)N1CC2(C1)N(CCCOCC#C2)S(=O)(=O)C(C)(C)C 5-(2-methylpropane-2-sulfonyl)-9-oxa-2,5-diazaspiro[3.8]dodeca-11-yne-2-carboxylic acid benzyl ester